F[C@]1(CN(CC[C@H]1O)C1=NC=CC(=N1)NC=1N=CC2=C(N=CC(=C2C1)C(C)C)N1CC(C1)[C@@H](C)S(=O)(=O)C)C (3S,4R)-3-fluoro-1-{4-[(8-{3-[(1R)-1-methanesulfonyl-ethyl]azetidin-1-yl}-5-(propan-2-yl)-2,7-naphthyridin-3-yl)amino]pyrimidin-2-yl}-3-methyl-piperidin-4-ol